2-(methoxymethyl)-2-methylpyrrolidine-1-carboxylate COCC1(N(CCC1)C(=O)[O-])C